O1COC2=C1C=CC(=C2)CC(=O)NC=2C=CC1=C(S(C=C1)(=O)=O)C2 2-(Benzo[d][1,3]dioxol-5-yl)-N-(1,1-dioxidobenzo[b]thiophen-6-yl)acetamide